CS(=O)(=O)C=1C=C(C(=O)O)C=CC1 3-(methylsulfonyl)benzoic acid